Cl.FC1=CC2=C(C(=CO2)C(=O)N[C@@H]2CNCC2)C=C1 (S)-6-fluoro-N-(pyrrolidin-3-yl)benzofuran-3-carboxamide hydrochloride